tert-butyl 4-{2-[(1S)-4-(tert-butoxy)-1-carbamoyl-4-oxobutyl]-4-fluoro-7-methyl-1-oxo-3H-isoindol-5-yl}piperidine-1-carboxylate C(C)(C)(C)OC(CC[C@@H](C(N)=O)N1C(C2=C(C=C(C(=C2C1)F)C1CCN(CC1)C(=O)OC(C)(C)C)C)=O)=O